1-({3-[(5-chloro-1-benzothien-3-yl)methyl]-2-oxo-1-oxa-3-azaspiro[4.5]dec-7-yl}methyl)-1H-indole-6-carbonitrile ClC=1C=CC2=C(C(=CS2)CN2C(OC3(C2)CC(CCC3)CN3C=CC2=CC=C(C=C32)C#N)=O)C1